BrC=1C=C(C=C(C1)Cl)[C@@H]1COC[C@H](N1CC1=CC=C(C=C1)OC)CO ((3R,5R)-5-(3-bromo-5-chlorophenyl)-4-(4-methoxybenzyl)morpholin-3-yl)methanol